Cl.COC=1C=C(CNC(=N)N)C=C(C1OC)OC 1-(3,4,5-trimethoxybenzyl)guanidine hydrochloride